Tert-butyl (R)-3-((S)-1-(tert-butoxy)-3-(3-fluoro-5-formylphenyl)-1-oxopropan-2-yl)pyrrolidine-1-carboxylate C(C)(C)(C)OC([C@@H](CC1=CC(=CC(=C1)C=O)F)[C@@H]1CN(CC1)C(=O)OC(C)(C)C)=O